1-((5-(1-aminoethyl)-2-(3-(cyclopropylmethoxy)-4-(difluoromethoxy) phenyl) oxazol-4-yl) methyl)-3-methyl-2-fluoroisophthalate hydrochloride Cl.NC(C)C1=C(N=C(O1)C1=CC(=C(C=C1)OC(F)F)OCC1CC1)CC1(C(=O)O)C(C(C(=O)O)(CC=C1)C)F